C1(CC1)C1=C(C=NC(=C1)C(NC=1C(=C(C=CC1)C1=C(C(=CC=C1)NC(C1=NC=C(C(=C1)C1CC1)CN1C[C@@H](CC1)O)=O)C)C)=O)CN[C@H](CO)C(=O)OCC Ethyl ((4-cyclopropyl-6-((3'-(4-cyclopropyl-5-(((R)-3-hydroxypyrrolidin-1-yl)methyl)picolinamido)-2,2'-dimethyl-[1,1'-biphenyl]-3-yl)carbamoyl)pyridin-3-yl)methyl)-D-serinate